C(C)(C)(C)[C@@H](O)C1CN(CC1)C=1C=NC(=CC1)N1N=CC=C1 tert-butyl-(S)-(1-(6-(1H-pyrazol-1-yl)pyridin-3-yl)pyrrolidin-3-yl)methanol